C1(CCC1)CNC(=O)NCC1=CC(=NC=C1)N1C=NC(=C1)C(F)(F)F 1-(cyclobutyl-methyl)-3-[[2-[4-(trifluoro-methyl)imidazol-1-yl]pyridin-4-yl]methyl]urea